C(C)NC1=NC(=NC=C1CC1=C(C=C(C(=C1)OC)OC)C(C)C)N N4-Ethyl-5-(2-isopropyl-4,5-dimethoxy-benzyl)-pyrimidine-2,4-diamine